BrC=1C=CC(=NC1C)S(=O)(=O)N(C(OC(C)(C)C)=O)C=1N=CSC1 tert-butyl ((5-bromo-6-methylpyridin-2-yl)sulfonyl)(thiazol-4-yl)carbamate